tert-Butyl (S)-4-(((4-bromo-1-methyl-1H-benzo[d][1,2,3]triazol-6-yl)methoxy)methyl)-2,2-dimethyloxazolidine-3-carboxylate BrC1=CC(=CC=2N(N=NC21)C)COC[C@@H]2N(C(OC2)(C)C)C(=O)OC(C)(C)C